3-(thiazol-5-yl)propionic acid S1C=NC=C1CCC(=O)O